(4-amino-3-(piperidin-1-yl)phenyl)-1-morpholinoethane-1-one dihydrochloride Cl.Cl.NC1=C(C=C(C=C1)CC(=O)N1CCOCC1)N1CCCCC1